C(C)(C)CC(C(=O)Cl)C 3-isopropylmethylpropanoic acid chloride